ClC1=C(C=C(C(=C1)Cl)OC)NC1=C(C=NC2=CC(=C(C=C12)OC)OCC1CCN(CC1)C)C#N 4-[(2,4-Dichloro-5-methoxyphenyl)amino]-6-methoxy-7-[(1-methylpiperidin-4-yl)methoxy]-3-quinolinecarbonitrile